ethyl (S)-3-(benzyl((R)-1-phenylethyl)amino)-3-(3-(2-(trifluoromethyl)benzyl)phenyl)propanoate C(C1=CC=CC=C1)N([C@@H](CC(=O)OCC)C1=CC(=CC=C1)CC1=C(C=CC=C1)C(F)(F)F)[C@H](C)C1=CC=CC=C1